ethyl lactate n-propyl-lactate C(CC)OC(C(O)C)=O.C(C(O)C)(=O)OCC